tert-butyl (3-((5-((5-methyl-8-(2-oxopyrrolidin-1-yl)-5H-chromeno[4,3-c]pyridin-3-yl)amino)pyridin-3-yl)carbamoyl)phenyl)carbamate CC1OC=2C=C(C=CC2C=2C=NC(=CC21)NC=2C=C(C=NC2)NC(=O)C=2C=C(C=CC2)NC(OC(C)(C)C)=O)N2C(CCC2)=O